6-(difluoromethyl)-N-(1-(methylsulfonyl)piperidin-4-yl)-8-(6-azaspiro[3.4]octan-2-yl)quinazolin-2-amine FC(C=1C=C2C=NC(=NC2=C(C1)C1CC2(C1)CNCC2)NC2CCN(CC2)S(=O)(=O)C)F